(1r,4r)-4-(3-bromoanilino)-2'-{3-[(5-methylpyrimidin-4-yl)oxy]propyl}spiro[cyclohexane-1,1'-indene]-4-carboxylic acid BrC=1C=C(NC2(CCC3(C(=CC4=CC=CC=C34)CCCOC3=NC=NC=C3C)CC2)C(=O)O)C=CC1